racemic-7-fluoro-4-[1-(isobutylamino)ethyl]-2H-phthalazin-1-one FC1=CC=C2C(=NNC(C2=C1)=O)[C@@H](C)NCC(C)C |r|